(R)-N-(1-cyanopyrrolidin-3-yl)-4-phenylpiperazine-1-carboxamide C(#N)N1C[C@@H](CC1)NC(=O)N1CCN(CC1)C1=CC=CC=C1